N-{3-[2-(hydroxymethyl)-6-methyl-7-oxo-6,7-dihydro-1H-pyrrolo[2,3-c]pyridin-4-yl]-4-phenoxyphenyl}methanesulfonamide OCC1=CC2=C(C(N(C=C2C=2C=C(C=CC2OC2=CC=CC=C2)NS(=O)(=O)C)C)=O)N1